FC1(CCN(CC1)C=1C2=C(N=C(N1)NC(C1=C(C=C(C=C1)NS(=O)(=O)CCO)N1CCC3(CC3)CC1)=O)CNC2)F N-(4-(4,4-difluoropiperidin-1-yl)-6,7-dihydro-5H-pyrrolo[3,4-d]pyrimidin-2-yl)-4-(2-Hydroxyethylsulfonylamino)-2-(6-azaspiro[2.5]octane-6-yl)benzamide